FC1=C(C(=O)NC2=CC(=CC(=C2)C(F)(F)F)N2CC(N(CC2)C)=O)C=C(C(=C1)C)C#CC1=CN=C2N1C=CC=C2NC=2C=NN(C2)C 2-fluoro-4-methyl-5-((8-((1-methyl-1H-pyrazol-4-yl)amino)imidazo[1,2-a]pyridin-3-yl)ethynyl)-N-(3-(4-methyl-3-oxopiperazin-1-yl)-5-(trifluoromethyl)phenyl)benzamide